3-iodo-4-((triisopropylsilyl)ethynyl)pyrazolo[1,5-a]pyridine-5-carboxamide IC=1C=NN2C1C(=C(C=C2)C(=O)N)C#C[Si](C(C)C)(C(C)C)C(C)C